1-(4-methoxybenzyl)-6-oxo-3-(trifluoromethyl)-6,7-dihydro-1H-pyrazolo[3,4-b]pyridine-5-carboxylic acid COC1=CC=C(CN2N=C(C3=C2NC(C(=C3)C(=O)O)=O)C(F)(F)F)C=C1